2-amino-2-(hydroxymethyl)-4-(4-octylphenyl)butyl dihydrogen phosphate P(=O)(OCC(CCC1=CC=C(C=C1)CCCCCCCC)(CO)N)(O)O